4-bromo-3-(5-(2-hydroxypropan-2-yl)-1,3,4-oxadiazol-2-yl)-2,6-dimethyl-1H-pyrrolo[2,3-c]pyridin-7(6H)-one BrC=1C2=C(C(N(C1)C)=O)NC(=C2C=2OC(=NN2)C(C)(C)O)C